C(#C)C1=CC(=NC=2N=C(N=CC21)NC2=CC(=C(C=C2)N2CCN(CC2)C)NC2=CC=CC=C2)OC N1-{5-ethynyl-7-methoxypyrido[2,3-d]pyrimidin-2-yl}-4-(4-methylpiperazin-1-yl)-N3-phenylbenzene-1,3-diamine